tert-butyl 3-[7-[2-(tert-butoxycarbonylamino)-7-fluoro-1,3-benzothiazol-4-yl]-6-chloro-2,8-difluoro-quinazolin-4-yl]-3,8-diazabicyclo[3.2.1]octane-8-carboxylate C(C)(C)(C)OC(=O)NC=1SC2=C(N1)C(=CC=C2F)C2=C(C=C1C(=NC(=NC1=C2F)F)N2CC1CCC(C2)N1C(=O)OC(C)(C)C)Cl